N1C(N)=NC=2N=CNC2C1=O.P(=O)(O)(O)O phosphate-guanine